N-(2-Bromo-3-fluoropyridin-4-yl)-11,11-difluoro-8-((2,2,2-trifluoroacetamido)methyl)-3,4,8,9,10,11-hexahydro-1H-pyrido[4',3':3,4]pyrazolo[1,5-a]azepine-2(7H)-carboxamide BrC1=NC=CC(=C1F)NC(=O)N1CC=2C(=NN3C2C(CCC(C3)CNC(C(F)(F)F)=O)(F)F)CC1